methyl 5-methoxy-6-(3-(1-methyl-1H-pyrazol-3-yl) phenyl)-2-morpholinopyrimidine-4-carboxylate COC=1C(=NC(=NC1C1=CC(=CC=C1)C1=NN(C=C1)C)N1CCOCC1)C(=O)OC